5-(tert-butoxycarbonylmethyl)-7-oxo-bicyclo[2.2.1]Hept-2-ene C(C)(C)(C)OC(=O)CC1C2C=CC(C1)C2=O